CC=1C=2N(C=C(C1)C1=CC=C(C=C1)S(=O)(=O)N1CCC(CC1)NC1=CC=C(C=C1)SC(F)(F)F)C(=CN2)C(C)C 1-{4-[8-methyl-3-(propan-2-yl)imidazo[1,2-a]pyridin-6-yl]benzenesulfonyl}-N-{4-[(trifluoromethyl)sulfanyl]phenyl}piperidin-4-amine